C(C)(=O)OCCC(C)C 1-isoamyl acetate